5-benzyl-N-(cis-4-methyl-3-oxo-1,1a,2,3,4,8b-hexahydrocyclopropa[d]pyrido[2,3-b]azepin-2-yl)-4H-1,2,4-triazole-3-carboxamide C(C1=CC=CC=C1)C=1NC(=NN1)C(=O)NC1C2C(C3=C(N(C1=O)C)N=CC=C3)C2